N,N'-(1,6-dioxo-1,6-hexanediyl)bis-phenylalanine O=C(CCCCC(=O)N[C@@H](CC1=CC=CC=C1)C(=O)O)N[C@@H](CC1=CC=CC=C1)C(=O)O